6-chloro-2-(2-methoxyphenyl)-1H-pyrrolo[2,3-b]pyridine-1-carboxylic acid tert-butyl ester C(C)(C)(C)OC(=O)N1C(=CC=2C1=NC(=CC2)Cl)C2=C(C=CC=C2)OC